N1-(2-(2-(dimethylamino)ethoxy)ethyl)-N1-methylpropane-1,3-diamine CN(CCOCCN(CCCN)C)C